CN1C=2C(=O)NC(N)=NC2N[C@@H](C)C1[C@@H](C)NC1=CC=C(C[C@@H]([C@@H]([C@@H](CO[C@H]2O[C@H](COP(O[C@@H](CCC(O)=O)C(O)=O)(O)=O)[C@H]([C@H]2O)O)O)O)O)C=C1 N5-Methyltetrahydromethanopterin